O=C1NC(CCC1N1C(C2=CC=CC(=C2C1)NC(CCC1CCNCC1)=O)=O)=O N-(2-(2,6-dioxopiperidin-3-yl)-1-oxoisoindolin-4-yl)-3-(piperidin-4-yl)propionamide